OCCOC1=CC=C(C=C1)OCCO 1,4-bis(β-hydroxy-ethoxy)benzene